C(C)(C)(C)N(C(O)=O)CCCNC1CCC(CC1)NC1=CC(=NC2=CC=CC=C12)C1=CC=C(C=C1)OC.OC(C=C)[Si](C)(C)C (1-hydroxyallyl)trimethylsilane tert-Butyl(3-((4-((2-(4-methoxyphenyl)quinolin-4-yl)amino)cyclohexyl)amino)propyl)carbamate